N-((3R,4S)-4-((6-(2,6-dichloro-3,5-dimethoxyphenyl)-8-(4-methoxy-4-methylpiperidin-1-yl)pyrido[3,4-d]pyrimidin-2-yl)amino)tetrahydrofuran-3-yl)acrylamide ClC1=C(C(=C(C=C1OC)OC)Cl)C1=CC2=C(N=C(N=C2)N[C@H]2[C@H](COC2)NC(C=C)=O)C(=N1)N1CCC(CC1)(C)OC